5-benzoylamino-3-(1-azabicyclo[5.4.0]undec-3-en-4-yl)pyrrolo[3,2-b]pyridine C(C1=CC=CC=C1)(=O)NC1=CC=C2C(=N1)C(=CN2)C2=CCN1CCCCC1CC2